3-(6-bromo-2-pyridyl)-6-cyclopropyl-7-methoxy-imidazo[1,2-b]pyridazine BrC1=CC=CC(=N1)C1=CN=C2N1N=C(C(=C2)OC)C2CC2